Phenanthrene-3-carboxylic acid hydroxyamide ONC(=O)C=1C=CC=2C=CC3=CC=CC=C3C2C1